[1,1-biphenyl]-2-ylbis(1,1-dimethyl-ethyl)phosphine C1(=C(C=CC=C1)P(C(C)(C)C)C(C)(C)C)C1=CC=CC=C1